1-((3aR,5r,6aS)-5-((5-(imidazo[1,2-a]pyridin-6-yl)-7H-pyrrolo[2,3-d]pyrimidin-2-yl)amino)hexahydrocyclopenta[c]pyrrol-2(1H)-yl)ethan-1-one N=1C=CN2C1C=CC(=C2)C2=CNC=1N=C(N=CC12)NC1C[C@@H]2[C@@H](CN(C2)C(C)=O)C1